C(C)(C)C1=NOC(=C1)NC(OC1=CC=CC=C1)=O phenyl (3-isopropyl-isoxazol-5-yl)-carbamate